9,9'-spirobifluoren-2'-ylboronic acid C1=CC=CC=2C3=CC=CC=C3C3(C12)C1=CC=CC=C1C=1C=CC(=CC13)B(O)O